tert-butyl (1-(2-(2,3-dichloro-4-(2-methylenebutanoyl)phenoxy)acetyl) piperidin-4-yl)carbamate ClC1=C(OCC(=O)N2CCC(CC2)NC(OC(C)(C)C)=O)C=CC(=C1Cl)C(C(CC)=C)=O